ClC1=CC=CC(=N1)CN1CCN(CCN(CCN(CC1)CC(=O)O)CP(=O)(O)O)CC(=O)O 2,2'-(4-((6-chloropyridin-2-yl)methyl)-10-(phosphonomethyl)-1,4,7,10-tetraazacyclododecane-1,7-diyl)diacetic acid